bromo-2'-oxospiro[cyclopropane-1,3'-indoline]-5'-carboxylic acid BrN1C(C2(C3=CC(=CC=C13)C(=O)O)CC2)=O